(4-methoxybenzyl)imidazolidin-2-one COC1=CC=C(CN2C(NCC2)=O)C=C1